C(C)OC([C@](C)(C#N)N(O)C1=CC=C(C=C1)Br)=O (S)-2-((4-bromophenyl)(hydroxy)amino)-2-cyanopropionic acid ethyl ester